NCCOCCOCCOCCOCCOCCOCCNC(NC=1C=C(C=CC1)C1=CC2=C(C=C1OC)OCC1=C2N(N=C1C(=O)N(C)C(C)(C)C)C1=CC(=CC(=C1)Cl)Cl)=O 8-(3-(3-(20-amino-3,6,9,12,15,18-hexaoxaicosyl)ureido)phenyl)-N-(tert-butyl)-1-(3,5-dichlorophenyl)-7-methoxy-N-methyl-1,4-dihydrochromeno[4,3-c]pyrazole-3-carboxamide